NC1=NC=NC=2N(C3=CC=CC(=C3C21)F)CC(=O)N2[C@@H]1C[C@@H]1C[C@H]2C(=O)NC2=NC(=CC=C2)Br (1R,3S,5R)-2-(2-(4-amino-5-fluoro-9H-pyrimido[4,5-b]indol-9-yl)acetyl)-N-(6-bromopyridin-2-yl)-2-azabicyclo[3.1.0]hexane-3-carboxamide